3-((3R,4S)-4-((5-(1-(2,2-difluoroethyl)-4-fluoro-2-methyl-1H-benzo[d]imidazol-6-yl)-4-methoxypyrrolo[2,1-f][1,2,4]triazin-2-yl)amino)-3-fluoropiperidin-1-yl)oxetane-3-carbonitrile FC(CN1C(=NC2=C1C=C(C=C2F)C=2C=CN1N=C(N=C(C12)OC)N[C@@H]1[C@@H](CN(CC1)C1(COC1)C#N)F)C)F